C(C)(=O)N1[C@H](CCC1)C(=O)NC=1SC(=CN1)CC1=CC(=CC=C1)F (2R)-1-acetyl-N-[5-[(3-fluorophenyl)methyl]thiazol-2-yl]pyrrolidine-2-carboxamide